C12CN(CC(CC1)O2)C2=C1C(=NC(=C2)N2CC3CCC(C2)O3)C(=NN1C)Br 3-(7-(8-Oxa-3-azabicyclo[3.2.1]oct-3-yl)-3-bromo-1-methyl-1H-pyrazolo[4,3-b]pyridin-5-yl)-8-oxa-3-azabicyclo[3.2.1]octane